6-chloro-N-methyl-5-(4-((3-methyl-2,4-dioxo-1,2,3,4-tetrahydroquinazolin-7-yl)methyl)piperazin-1-yl)picolinamide ClC1=C(C=CC(=N1)C(=O)NC)N1CCN(CC1)CC1=CC=C2C(N(C(NC2=C1)=O)C)=O